[N+](=O)([O-])C1=C2N(N=C1C(=O)OC)CCC2 methyl 3-nitro-5,6-dihydro-4H-pyrrolo[1,2-b]pyrazole-2-carboxylate